C1(=CC=CC=C1)N(C1=CC=C(C=C1)C1=CC=2C(C3=CC=C(C=C3C(C2C=C1)=O)C1=CC=C(C=C1)N(C1=CC=CC=C1)C1=CC=CC=C1)=O)C1=CC=CC=C1 2,6-bis[4-diphenylaminophenyl]-9,10-anthraquinone